benzyl (diphenyl) phosphate P(=O)(OCC1=CC=CC=C1)(OC1=CC=CC=C1)OC1=CC=CC=C1